(R)-6-[(1R,3aS,7aR,E)-4-(2-hydroxyethylidene)-7a-methyloctahydro-1H-inden-1-yl]-2-methylheptan-2-ol OC\C=C/1\[C@@H]2CC[C@@H]([C@]2(CCC1)C)[C@@H](CCCC(C)(O)C)C